C1(CC1)C1=C(C=C2CN(C(C2=C1)=O)C[C@H](C(C)(C)O)F)NC(=O)C=1C=NN2C1N=CC=C2 (R)-N-(6-cyclopropyl-2-(2-fluoro-3-hydroxy-3-methylbutyl)-1-oxoisoindolin-5-yl)pyrazolo[1,5-a]pyrimidine-3-carboxamide